O1C(=NC=C1)C=1C=CC(=NC1)N1CCC2(C(N3[C@H](O2)CC[C@H]3C3=CC=CC=C3)=O)CC1 (5'S,7a'R)-1-[5-(1,3-oxazol-2-yl)pyridin-2-yl]-5'-phenyltetrahydro-3'H-spiro[piperidine-4,2'-pyrrolo[2,1-b][1,3]oxazol]-3'-one